BrC=1N(C(=C(N1)C)/C=C(\C(=O)[O-])/F)C[C@H]1OCC1 (S,E)-3-(2-bromo-4-methyl-1-(oxetan-2-ylmethyl)-1H-imidazol-5-yl)-2-fluoroacrylate